4-amino-2-((1-methylpiperidin-4-yl)oxy)benzonitrile NC1=CC(=C(C#N)C=C1)OC1CCN(CC1)C